ClC=1C(=NC=C(C1)[N+](=O)[O-])C1COC2(OC1)CCC(CC2)(F)F 3-chloro-2-[9,9-difluoro-1,5-dioxaspiro[5.5]undecan-3-yl]-5-nitropyridine